NC1CCN(CC1)C(=O)C1=C(C=C(C=C1)NC(=O)C=1N(C(=CN1)C1=C(C(=C(C=C1)C=1C=NN(C1C)CCOC)F)F)C)Cl N-[4-(4-aminopiperidine-1-carbonyl)-3-chloro-phenyl]-5-[2,3-difluoro-4-[1-(2-methoxyethyl)-5-methyl-pyrazol-4-yl]phenyl]-1-methyl-imidazole-2-carboxamide